3-[4-[(6-bromo-2-pyridyl)oxymethyl]-3-pyridyl]propan-1-ol BrC1=CC=CC(=N1)OCC1=C(C=NC=C1)CCCO